N-(1-phenylcyclopropyl)-benzamide C1(=CC=CC=C1)C1(CC1)NC(C1=CC=CC=C1)=O